2-((4-(3-methyl-4-(pyridin-4-yl)-1H-pyrazol-5-yl)phenoxy)methyl)quinoline CC1=NNC(=C1C1=CC=NC=C1)C1=CC=C(OCC2=NC3=CC=CC=C3C=C2)C=C1